2-(3,4-dimethoxyphenyl)-3-isopropyl-5-(4-(4-(pyridin-4-yl)piperazin-1-yl)piperidin-1-yl)-1H-indole COC=1C=C(C=CC1OC)C=1NC2=CC=C(C=C2C1C(C)C)N1CCC(CC1)N1CCN(CC1)C1=CC=NC=C1